ClC=1C=C2C=C(NC2=CC1OCC1=CC(=NO1)C)CNC(C(C)F)=O N-((5-chloro-6-((3-methylisoxazol-5-yl)methoxy)-1H-indol-2-yl)methyl)-2-fluoropropanamide